N-((S)-(4,4-Difluorocyclohexyl)(5-((R)-1-(4,4,4-trifluorobutanamido)ethyl)-1H-benzo[d]imidazol-2-yl)methyl)-1-(3,3,3-trifluoropropyl)-1H-1,2,4-triazole-3-carboxamide FC1(CCC(CC1)[C@H](NC(=O)C1=NN(C=N1)CCC(F)(F)F)C1=NC2=C(N1)C=CC(=C2)[C@@H](C)NC(CCC(F)(F)F)=O)F